FC(C1=CC=C(C=C1)C=1N=C(OC1)NC1=CC=C(N=N1)C(=O)O)(F)F 6-((4-(4-(trifluoromethyl)phenyl)oxazol-2-yl)amino)pyridazine-3-carboxylic acid